C(C1=CC=CC=C1)OC(=O)C1=CC=C2CCNC2=C1 benzylindoline-6-carboxylate